(5S,7S)-7-fluoro-2-[(1R,2R)-2-methylcyclopropyl]-5-phenyl-6,7-dihydro-5H-pyrrolo[1,2-b][1,2,4]triazole F[C@H]1C[C@H](N2N=C(N=C21)[C@H]2[C@@H](C2)C)C2=CC=CC=C2